C1=CC=C(C=2OC3=C(C21)C=CC=C3)OB(O)O (dibenzofuran-4-yl)boric acid